2-bromo-5-((4-methylpent-3-en-1-yl)oxy)benzoic acid BrC1=C(C(=O)O)C=C(C=C1)OCCC=C(C)C